2-phenethyl-N-(quinolin-8-yl)but-3-enamide C(CC1=CC=CC=C1)C(C(=O)NC=1C=CC=C2C=CC=NC12)C=C